C(#N)C=1C=CC(=C(C1)C1=CC(=NC=C1C(=O)NC=1SC2=C(N1)CN(C2)C(C2=C(C=NC=C2)C)=O)C)OC 4-(5-cyano-2-methoxyphenyl)-6-methyl-N-(5-(3-methylisonicotinoyl)-5,6-dihydro-4H-pyrrolo[3,4-d]thiazol-2-yl)nicotinamide